OC1=C(C(=CC(=C1)C(F)(F)F)C)C=1C=NC=2C(N1)=NN(C2)C[C@@H]2CC(N(C2)C)=O (R)-4-((6-(2-hydroxy-6-methyl-4-(trifluoromethyl)phenyl)-2H-pyrazolo[3,4-b]pyrazin-2-yl)methyl)-1-methylpyrrolidin-2-one